P([O-])([O-])([O-])=O.FC1=CC=C2C(=NC=NC2=C1)N\N=C(/C)\C=1C=CC(=NC1)N1C=[N+](C=C1)C.FC1=CC=C2C(=NC=NC2=C1)N\N=C(/C)\C=1C=CC(=NC1)N1C=[N+](C=C1)C.FC1=CC=C2C(=NC=NC2=C1)N\N=C(/C)\C=1C=CC(=NC1)N1C=[N+](C=C1)C (E)-1-(5-(1-(2-(7-fluoroquinazolin-4-yl)hydrazineylidene)ethyl)pyridin-2-yl)-3-methyl-1H-imidazol-3-ium phosphoric acid salt